(4aR,8aS)-6-[3-[3-(6,6-difluoro-2-azaspiro[3.3]heptan-2-yl)-4-(trifluoromethyl)phenoxy]azetidine-1-carbonyl]-4,4a,5,7,8,8a-hexahydropyrido[4,3-b][1,4]oxazin-3-one FC1(CC2(CN(C2)C=2C=C(OC3CN(C3)C(=O)N3C[C@@H]4[C@@H](OCC(N4)=O)CC3)C=CC2C(F)(F)F)C1)F